CCCCCC/C=C/CCC/C=C\\CCCCC(=O)SCCNC(=O)CCNC(=O)[C@@H](C(C)(C)COP(=O)([O-])OP(=O)([O-])OC[C@@H]1[C@H]([C@H]([C@@H](O1)N2C=NC3=C(N=CN=C32)N)O)OP(=O)([O-])[O-])O The molecule is an octadecadienoyl-CoA(4-) arising from deprotonation of the phosphate and diphosphate OH groups of (6Z,11E)-octadecadienoyl-CoA; major species at pH 7.3. It is a conjugate base of a (6Z,11E)-octadecadienoyl-CoA.